tert-Butyl (2,4-dimethyl-6-(((1-methylcyclobutyl)methyl)carbamoyl)phenyl)carbamate CC1=C(C(=CC(=C1)C)C(NCC1(CCC1)C)=O)NC(OC(C)(C)C)=O